FC1(CCC2CN(CC21)C(=O)C=2C1=C(N(N2)CC(=O)N2CCN(CC2)C2=C(C(=CC=C2)C)C)CCC1)F 2-[3-(4,4-difluorohexahydrocyclopenta[c]pyrrole-2(1H)-carbonyl)-5,6-dihydrocyclopenta[c]pyrazol-1(4H)-yl]-1-[4-(2,3-dimethylphenyl)piperazin-1-yl]ethan-1-one